(S)-1-(2-fluoro-2-methylpropyl)-4-prolylpiperazine Tert-butyl-(S)-2-(4-(2-fluoro-2-methylpropyl)piperazin-1-carbonyl)pyrrolidin-1-carboxylate C(C)(C)(C)OC(=O)N1[C@@H](CCC1)C(=O)N1CCN(CC1)CC(C)(C)F.FC(CN1CCN(CC1)C([C@H]1NCCC1)=O)(C)C